C(C(C)C)N1CC2(OC3(CC3)C1)CCN(CC2)CCC2=NC(=CC=C2)OC 12-Isobutyl-8-(2-(6-methoxypyridin-2-yl)ethyl)-4-oxa-8,12-diazadispiro[2.1.5.3]tridecan